ClC1=CC=C(C=N1)ON1N=NC(=C1)C(=O)O ((6-chloropyridin-3-yl)oxy)-1H-1,2,3-triazole-4-carboxylic acid